2-methyl-6-(1-methyl-5-((2-(trimethylsilyl)ethoxy)methoxy)-1H-pyrazol-4-yl)isonicotinic acid methyl ester COC(C1=CC(=NC(=C1)C=1C=NN(C1OCOCC[Si](C)(C)C)C)C)=O